ClC=1C=CC(=NC1)OC1=CC(=C(C=C1)NC(NC(=O)C1CCC(CC1)OC)=O)F 3-{4-[(5-chloropyridin-2-yl)oxy]-2-fluorophenyl}-1-(4-methoxycyclohexanecarbonyl)urea